(3R)-4-amino-3-methyl-N-((3R)-tetrahydro-3-furanyl)-N-((5-(trifluoromethyl)-2-pyridinyl)methyl)-1,3-dihydrofuro[3,4-c]quinoline-8-carboxamide NC1=NC=2C=CC(=CC2C2=C1[C@H](OC2)C)C(=O)N(CC2=NC=C(C=C2)C(F)(F)F)[C@H]2COCC2